7-((5S)-1-(4-amino-1,3-dihydrofurano[3,4-c][1,7]naphthyridine-8-yl)-5-methylpiperidin-2-yl)-5-fluorospiro[benzo[b][1,4]oxazine-2,1'-cyclopropane]-3(4H)-one NC1=NC=2C=NC(=CC2C2=C1COC2)N2C(CC[C@@H](C2)C)C=2C=C(C1=C(OC3(CC3)C(N1)=O)C2)F